C(=N)Cl formimidoyl chloride